C(CCCCCC#C)CS(=O)(=O)[O-] oct-7-yn-1-ylmethanesulfonate